FC=1C(=CC(=NC1)C1=C(N=C(S1)CO)C)OC1CN(C1)C=O (3-((5-fluoro-2-(2-(hydroxymethyl)-4-methylthiazol-5-yl)pyridin-4-yl)oxy)azetidin-1-yl)methanone